FC(CN1N=C(C=2C1=NC(=CN2)N2CCC1(CCN(C1)C1=NC(=NC(=C1)C(F)(F)F)C)CC2)C)F 8-[1-(2,2-difluoroethyl)-3-methyl-1H-pyrazolo[3,4-b]pyrazin-6-yl]-2-[2-methyl-6-(trifluoromethyl)pyrimidin-4-yl]-2,8-diazaspiro[4.5]decane